C(OC[C@H]1O[C@@]([C@@H]([C@@H]1O)O)(C#N)C1=CC=C2C(=NC=NN21)N)(OC(C)(C)C2=CC=NC=C2)=O ((2R,3S,4R,5R)-5-(4-aminopyrrolo[2,1-f][1,2,4]triazin-7-yl)-5-cyano-3,4-dihydroxytetrahydrofuran-2-yl)methyl (2-(pyridin-4-yl)propan-2-yl) carbonate